OC[C@H](C1=CC=NC=C1)NC(=O)C=1C=2C[C@@H]3[C@H](C2N(N1)C1=C(C=C(C=C1)F)F)C3 (1aR,5aR)-2-(2,4-Difluoro-phenyl)-1a,2,5,5a-tetrahydro-1H-2,3-diaza-cyclopropa[a]pentalene-4-carboxylic Acid ((S)-2-Hydroxy-1-pyridin-4-yl-ethyl)-amide